C(#N)C1=CC=C2C=CN(C2=C1)CC1=C(C(=O)O)C=CN=C1 ((6-cyano-1H-indol-1-yl)methyl)isonicotinic acid